(2R,3S,4R,5R)-5-cyano-4-hydroxy-2-(hydroxymethyl)-5-(4-(((pentyloxy)carbonyl)amino)pyrrolo[2,1-f][1,2,4]triazin-7-yl)tetrahydrofuran-3-yl acetate C(C)(=O)O[C@@H]1[C@H](O[C@]([C@@H]1O)(C1=CC=C2C(=NC=NN21)NC(=O)OCCCCC)C#N)CO